N=1C=NN2C1C=C(C=C2)OC2=CC(=C(C=C2C)NC2=NC=NC1=CC(=C(C=C21)NC(/C(=C/[C@@H]2N(CCCC2)C)/F)=O)OC)OC (R,Z)-N-(4-((4-([1,2,4]triazolo[1,5-a]pyridin-7-yloxy)-2-methoxy-5-methylphenyl)amino)-7-methoxyquinazolin-6-yl)-2-fluoro-3-(1-methylpiperidin-2-yl)acrylamide